NC1CCN(CC1)C(=O)C1=C(C=C(C=C1)NC(=O)C=1N(C(=CN1)C1=C(C(=C(C=C1)OC)F)F)C)Cl N-[4-(4-Aminopiperidine-1-carbonyl)-3-chloro-phenyl]-5-(2,3-difluoro-4-methoxy-phenyl)-1-methyl-imidazole-2-carboxamide